FC=1C=C(C=CC1NC(CCNC(=N)N)=O)S(=O)(=O)NC1=C(N=CS1)C(=O)O 5-[[3-fluoro-4-(3-guanidinopropanoylamino)phenyl]sulfonylamino]thiazole-4-carboxylic acid